N1=CC(=CC=C1)C1=CC2=C(CCC=3C(=NN(C23)C2=NC=NC=C2)C(=O)OCC)C=C1 ethyl 8-(3-pyridyl)-1-pyrimidin-4-yl-4,5-dihydrobenzo[g]indazole-3-carboxylate